2-((5-bromo-2-ethyl-7-methyl-2H-indazol-3-yl)(methyl)amino)-4-(4-fluorophenyl)thiazole-5-carbonitrile BrC1=CC2=C(N(N=C2C(=C1)C)CC)N(C=1SC(=C(N1)C1=CC=C(C=C1)F)C#N)C